tert-butyl (1S,2S,5R)-3-benzyl-2-((S)-cyclopropyl(hydroxy)methyl)-3,8-diazabicyclo[3.2.1]octane-8-carboxylate C(C1=CC=CC=C1)N1[C@@H]([C@@H]2CC[C@H](C1)N2C(=O)OC(C)(C)C)[C@@H](O)C2CC2